(R)-2-(2-Chloro-5-isopropyl-8-oxothieno[2',3':4,5]pyrrolo[1,2-d][1,2,4]triazin-7(8H)-yl)-N-(1-(2-hydroxyethyl)piperidin-3-yl)acetamid ClC1=CC2=C(C=C3N2C(=NN(C3=O)CC(=O)N[C@H]3CN(CCC3)CCO)C(C)C)S1